C(C)(C)C=1C(=C(C(C(=O)O)=CC1)C(=O)O)C(C)C.C(C=1C(C(=O)OCC=C)=CC=CC1)(=O)OCC=C diallyl Phthalate (diisopropylphthalate)